[C@@H]12N(C[C@@H](NC1)C2)C2=NC1=C(C=3N2C=CN3)C(=CN1)C1=C(C3=CN(N=C3C=C1)C)Cl 5-((1S,4S)-2,5-diazabicyclo[2.2.1]heptan-2-yl)-9-(4-chloro-2-methyl-2H-indazol-5-yl)-7H-imidazo[1,2-c]pyrrolo[3,2-e]pyrimidine